C1(CCC1)COC(=O)NC1=C(N=NN1C)C1=CC=C(C(=N1)C)O[C@@H]1C[C@H](CCC1)C(=O)O (1S,3S)-3-((6-(5-(((cyclobutyl-methoxy)carbonyl)amino)-1-methyl-1H-1,2,3-triazol-4-yl)-2-methyl-pyridin-3-yl)oxy)cyclohexane-1-carboxylic acid